2-ethylhexyl 3-((4-(((1-methylpiperidin-4-yl)methyl)amino)-3-(2-octyldodecanamido)-4-oxobutyl)thio)propanoate CN1CCC(CC1)CNC(C(CCSCCC(=O)OCC(CCCC)CC)NC(C(CCCCCCCCCC)CCCCCCCC)=O)=O